FC1=C(C(=CC=C1)F)C1=CC(=CC=C1)NC1=NC=NC2=CC(=C(C=C12)NC(C=C)=O)OCCCN1C(CN(CC1)C)=O N-(4-((2',6'-difluoro-[1,1'-biphenyl]-3-yl)amino)-7-(3-(4-methyl-2-oxopiperazin-1-yl)propoxy)quinazolin-6-yl)acrylamide